N-(4-chloro-3-cyano-1H-indol-7-yl)-1-[(1S)-1-(fluoromethyl)-2-hydroxy-ethyl]pyrazole-4-sulfonamide ClC1=C2C(=CNC2=C(C=C1)NS(=O)(=O)C=1C=NN(C1)[C@@H](CO)CF)C#N